BrC=1N(C2=NC=NC(=C2N1)N)C(C)CC 8-Bromo-9-(sec-butyl)-9H-adenine